C(C1=CC=C(C=C1)NC(CC)C)C1=CC=C(C=C1)NC(CC)C 4,4'-methylene-bis[N-(1-methylpropyl)phenylamine]